4'-azidocytidine triphosphate P(O)(=O)(OP(=O)(O)OP(=O)(O)O)OC[C@@]1([C@H]([C@H]([C@@H](O1)N1C(=O)N=C(N)C=C1)O)O)N=[N+]=[N-]